[(2R)-2-methyl-8-[4-(methylamino)-1-piperidyl]-2,3-dihydro-1,4-benzoxazin-4-yl]piperidine-2,6-dione C[C@H]1OC2=C(N(C1)N1C(CCCC1=O)=O)C=CC=C2N2CCC(CC2)NC